(R)-6-(3-(2-ethoxyphenoxy)piperidin-1-yl)-N-(1-methyl-1H-tetrazol-5-yl)pyrazin-2-amine C(C)OC1=C(O[C@H]2CN(CCC2)C2=CN=CC(=N2)NC2=NN=NN2C)C=CC=C1